BrC=1N=C2C(=NC1)NC(=N2)C(NC(=O)C=2N(N=CC2)CC)C2CCC(CC2)C N-[(5-bromo-1H-imidazo[4,5-b]pyrazin-2-yl)(4-methylcyclohexyl)methyl]-2-ethyl-pyrazole-3-carboxamide